5-(2-(2-(2-(2-(tert-butoxycarbonyl)ethoxy)ethoxy)ethoxy)ethylamino)-5-oxopentanoic acid C(C)(C)(C)OC(=O)CCOCCOCCOCCNC(CCCC(=O)O)=O